CN(C1=NC=NC=C1C1CN(C1)C(=O)[C@@H]1CC[C@H]2N1C([C@H](CCC2)NC(=O)C2=CC1=C(S2)C=CC(=C1)CP(O)(O)=O)=O)C ((2-(((3S,6S,9aS)-3-(3-(4-(dimethylamino)pyrimidin-5-yl)azetidine-1-carbonyl)-5-oxooctahydro-1H-pyrrolo[1,2-a]azepin-6-yl)carbamoyl)benzo[b]thiophen-5-yl)methyl)phosphonic acid